bromo-2-methyl-1H-pyrrolo[2,3-b]pyridine 7-oxide BrN1C(=CC=2C1=[N+](C=CC2)[O-])C